methyl 5-bromo-2-fluoro-benzoate BrC=1C=CC(=C(C(=O)OC)C1)F